2-dicyclohexylphosphino-2',4',6'-triisopropyl-3,6-dimethoxybiphenyl C1(CCCCC1)P(C1=C(C(=CC=C1OC)OC)C1=C(C=C(C=C1C(C)C)C(C)C)C(C)C)C1CCCCC1